BrC=1C=C2CCCC(C2=CC1)NC(C(F)(F)F)=O (6-bromo-1,2,3,4-tetrahydronaphthalen-1-yl)-2,2,2-trifluoroacetamide